[Li+].S(=O)(=O)([O-])C1OC(=O)C2=CC=CC=C12 sulfophthalide lithium salt